4-chloro-6-(propylsulfonyl)pyrimidine ClC1=NC=NC(=C1)S(=O)(=O)CCC